C(C)(C)(C)C1=C(C=CC(=C1)C(N=C1NCCN1)=O)NC1=NC=CC(=C1)C(=O)NCCC1CCOCC1 2-[(2-tert-butyl-4-{[(2E)-imidazolidin-2-ylidene]carbamoyl}phenyl)amino]-N-[2-(oxan-4-yl)ethyl]pyridine-4-carboxamide